OC1=NC=NC(=C1Cl)Cl 4-hydroxy-5,6-dichloropyrimidine